NC1=C2C(=NC=N1)N(N=C2C2=CC=C(C=C2)OC2=CC=CC=C2)C2CCN(CC2)CCN2CCN(CC2)CCSC=2C=C1C(N(C(C1=CC2)=O)C2C(NC(CC2)=O)=O)=O 5-((2-(4-(2-(4-(4-amino-3-(4-phenoxyphenyl)-1H-pyrazolo(3,4-d)pyrimidin-1-yl)piperidin-1-yl)ethyl)piperazin-1-yl)ethyl)thio)-2-(2,6-dioxopiperidin-3-yl)isoindoline-1,3-dione